N-((S)-(2,3-dichloro-6-fluorophenyl)(1-methylcyclopentyl)methyl)-4-hydroxy-3-methyl-2-oxo-1,3-diazaspiro[4.4]nonane-7-carboxamide ClC1=C(C(=CC=C1Cl)F)[C@@H](NC(=O)C1CC2(C(N(C(N2)=O)C)O)CC1)C1(CCCC1)C